NC1CCC2(CCN(CC2)C[C@H]2CN(CC2)C=2N=CN=NC2OC2=C(C(=O)N(C(C)C)C(C)C)C=C(C=C2)F)CC1 (S)-2-((5-(3-((9-amino-3-azaspiro[5.5]undecane-3-yl)methyl)pyrrolidin-1-yl)-1,2,4-triazine-6-yl)oxy)-5-fluoro-N,N-diisopropylbenzamide